BrC1=NC=2C(=NC=CC2)N1C([2H])([2H])C1=CC2=C(O[C@H]([C@@H](O2)C)C=2C=NC(=CC2)OC)C(=C1)OC |r| (+/-)-2-bromo-3-(((trans)-8-methoxy-2-(6-methoxypyridin-3-yl)-3-methyl-2,3-dihydrobenzo[b][1,4]dioxin-6-yl)methyl-d2)-3H-imidazo[4,5-b]pyridine